disodium 4,4'-bis-(2-morpholino-4-anilino-s-triazin-6-ylamino)stilbenedisulfonate O1CCN(CC1)C1=NC(=NC(=N1)NC1=CC=CC=C1)NC1=C(C(=C(C=C1)C=CC1=CC=C(C=C1)NC1=NC(=NC(=N1)N1CCOCC1)NC1=CC=CC=C1)S(=O)(=O)[O-])S(=O)(=O)[O-].[Na+].[Na+]